N-[(3,3-difluorocyclobutyl)methyl]-2-[(3,3-dimethyl-1-oxo-1,3-dihydro-2-benzofuran-5-yl)amino]-4-{[(1S)-2-hydroxy-1-phenylethyl]amino}pyrimidine FC1(CC(C1)CN1C(N=C(C=C1)N[C@H](CO)C1=CC=CC=C1)NC1=CC2=C(C(OC2(C)C)=O)C=C1)F